N-(4-(5-(2-(4,4-difluoropiperidin-1-yl)-6-methylpyridin-4-yl)-1,3,4-thiadiazol-2-yl)-3-(6-azaspiro[2.5]oct-6-yl)phenyl)-2-hydroxyethane-1-sulfonamide FC1(CCN(CC1)C1=NC(=CC(=C1)C1=NN=C(S1)C1=C(C=C(C=C1)NS(=O)(=O)CCO)N1CCC2(CC2)CC1)C)F